1-((1H-Imidazol-4-yl)methylpiperidin-4-yl)-1-benzyl-3-(3-(trifluoromethyl)phenyl)urea N1C=NC(=C1)CN1CCC(CC1)N(C(=O)NC1=CC(=CC=C1)C(F)(F)F)CC1=CC=CC=C1